(3,5-difluoro-4-methoxyphenyl)(spiro[cyclopropane-1,2'-pyrido[4,3-b][1,4]oxazin]-4'(3'H)-yl)methanone FC=1C=C(C=C(C1OC)F)C(=O)N1C2=C(OC3(C1)CC3)C=CN=C2